NC=1OC2=C(C=NC=C2N2CC(CCC2C)C(=O)N2[C@H](C3=C(C=C(C=C3CC2)Cl)Cl)C)N1 (1-(2-aminooxazolo[4,5-c]pyridin-7-yl)-6-methylpiperidin-3-yl)((S)-6,8-dichloro-1-methyl-3,4-dihydroisoquinolin-2(1H)-yl)methanone